NC1=C(C=CC=C1)C(C[C@@H](C(=O)O)NC(=O)OC(C)(C)C)=O (S)-4-(2-aminophenyl)-2-((tert-butoxycarbonyl)amino)-4-oxobutanoic acid